(5-isopropyl-1-(3,4-dichlorobenzylimidazol-4-yl)methylene)piperazine-2,5-dione C(C)(C)C1=C(N=C(N1)CC1=CC(=C(C=C1)Cl)Cl)C=C1C(NCC(N1)=O)=O